methyl (2R)-2-[2-(tert-butoxycarbonylamino)ethylamino]-3-(4-fluorophenyl)propanoate C(C)(C)(C)OC(=O)NCCN[C@@H](C(=O)OC)CC1=CC=C(C=C1)F